(R)-N-(1-(3-amino-5-(trifluoromethyl)phenyl)ethyl)-6-(2-cyclopropyloxyethoxy)-2-methyl-7-(trifluoromethyl)quinazolin-4-amine NC=1C=C(C=C(C1)C(F)(F)F)[C@@H](C)NC1=NC(=NC2=CC(=C(C=C12)OCCOC1CC1)C(F)(F)F)C